COCCCN1N=C(C2=CC=CC=C12)N1C(C2=CC=CC=C2C1=O)=O 2-(1-(3-Methoxypropyl)-1H-indazol-3-yl)isoindoline-1,3-dione